C(O)(O)O.C(OCC)(OCC)OC=C diethyl vinyl orthoformate (orthoformate)